(1R,2S)-N-((S)-2-(diethylamino)-3-(4-hydroxy-3-methylphenyl)propyl)-2-methyl-2-phenylcyclopropane-1-carboxamide C(C)N([C@H](CNC(=O)[C@H]1[C@](C1)(C1=CC=CC=C1)C)CC1=CC(=C(C=C1)O)C)CC